Vinyltrimeth-oxysilan C(=C)[Si](OC)(OC)OC